Icosan CCCCCCCCCCCCCCCCCCCC